2',3-Dichloro-4-hydroxy-6-methyl-5'-(trifluoromethyl)-2H-[1,4'-bipyridyl]-2-one ClC1=NC=C(C(=C1)N1C(C(=C(C=C1C)O)Cl)=O)C(F)(F)F